N-(1,1-dimethyl-2-hydroxyethyl)-2,2-dimethylbutyramide CC(CO)(C)NC(C(CC)(C)C)=O